N-(3-Chloro-5-(1-(4-chlorophenyl)cyclopropyl)phenyl)-5-(2-(methylsulfonyl)propan-2-yl)benzo[b]thiophen-2-carboxamid ClC=1C=C(C=C(C1)C1(CC1)C1=CC=C(C=C1)Cl)NC(=O)C1=CC2=C(S1)C=CC(=C2)C(C)(C)S(=O)(=O)C